(1R,2S)-2-(3-{[5-(cyclopropanesulfonyl)-3-methoxypyridin-2-yl]amino}-1H-indazol-6-yl)-5'-methoxy-1'H-spiro[cyclopropane-1,3'-indol]-2'-one C1(CC1)S(=O)(=O)C=1C=C(C(=NC1)NC1=NNC2=CC(=CC=C12)[C@@H]1C[C@@]12C(NC1=CC=C(C=C21)OC)=O)OC